COC1=CC2=CC3=C(C(OC3)=O)C(=C2C=C1OC)C=1C=NC(=NC1)OC 6,7-dimethoxy-9-(2-methoxypyrimidin-5-yl)naphtho[2,3-c]furan-1(3H)-one